O=C1N(C(CCC1C1=C(C=C(C=C1F)N1C[C@H](CC1=O)NC(OC(C)(C)C)=O)F)=O)COCC[Si](C)(C)C tert-butyl ((3S)-1-(4-(2,6-dioxo-1-((2-(trimethylsilyl)ethoxy)methyl)piperidin-3-yl)-3,5-difluorophenyl)-5-oxopyrrolidin-3-yl)carbamate